C[C@H]1[C@H]2CN3C=CC4=C5C=CC=CC5=NC4=C3C[C@@H]2C(=CO1)C(=O)OC The molecule is an indole alkaloid that is 18-oxayohimban dehydrogenated at positions 3, 4, 5, 6, 16 and 17 and substituted by a methyl group at the 19alpha position and by a methoxycarbonyl group at position 16. It is an indole alkaloid, a member of quinolizines, a carboxylic ester, an iminium betaine and a zwitterion. It is a conjugate base of a serpentine(1+). It derives from a hydride of a 18-oxayohimban.